2,3,4-tribromobenzaldehyde BrC1=C(C=O)C=CC(=C1Br)Br